FC1=CC=C(C=C1)N1N=CC2=CC(=C(C=C12)C)C12CN(CC2C1C1=NC=CC=C1)C(=O)C1=CC=CC=C1 (1-(1-(4-fluorophenyl)-6-methyl-1H-indazol-5-yl)-6-(pyridin-2-yl)-3-azabicyclo[3.1.0]hexan-3-yl)(phenyl)methanone